C(C)OC=C(C(=O)OCC)C(C)=O ethyl 2-(ethoxymethylene)-3-oxobutanoate